trifluoromethyl-2,2,2-trifluoromethylethaneperoxoate FC(F)(F)OOC(C(CF)(CF)CF)=O